C(C(N)([2H])[2H])(N)([2H])[2H] ethane-d4-1,2-diamine